C(#N)C1=NC(=NC(=C1)O)N1N=CC(=C1N)C(=O)O 1-(4-cyano-6-hydroxypyrimidin-2-yl)-5-amino-1H-pyrazole-4-carboxylic acid